Cl.Cl.N1CCC(CC1)N1CC(C1)O 1-(piperidin-4-yl)azetidin-3-ol dihydrochloride